1-(4-(2-hydroxyethoxy)phenyl)-2-hydroxy-2-methyl-propan-1-one OCCOC1=CC=C(C=C1)C(C(C)(C)O)=O